(5R)-8-chloro-N-ethyl-1-[trans-4-(pyridin-2-yloxy)cyclohexyl]-5,6-dihydro-4H-[1,2,4]triazolo[4,3-a]benzazepin-5-amine ClC=1C=CC2=C(C[C@H](CC=3N2C(=NN3)[C@@H]3CC[C@H](CC3)OC3=NC=CC=C3)NCC)C1